C(N)(=O)[C@@H]1CC[C@H](CC1)NC(OCC[Si](C)(C)C)=O 2-(Trimethylsilyl)ethyl (trans-4-carbamoylcyclohexyl)carbamate